C(C)N1C(=CC2=CC(=CC=C12)C=O)C#CC(=O)NC 1-ethyl-2-[3-(methylamino)-3-oxo-1-propynyl]-1H-indole-5-carbaldehyde